7-(7-fluoroimidazo[1,2-a]pyridin-3-yl)-4-(2-(1-Methylpiperidin-4-yl)thiazol-5-yl)isoquinolin-1-amine FC1=CC=2N(C=C1)C(=CN2)C2=CC=C1C(=CN=C(C1=C2)N)C2=CN=C(S2)C2CCN(CC2)C